(6-(4-fluorophenyl)-3-hydroxypyrazine-2-carbonyl)glycine FC1=CC=C(C=C1)C1=CN=C(C(=N1)C(=O)NCC(=O)O)O